C(=O)OC(C)(C)C 1-tertiary butyl formate